4-amino-7-fluoro-3-methylimidazolo[1,5-a]quinoxalin-8-carboxylic acid NC=1C=2N(C3=CC(=C(C=C3N1)F)C(=O)O)C=NC2C